BrC=1C=2C=C3N(C2C=CC1)C(N(C3)N3C(CCCC3=O)=O)=O (8-bromo-3-oxo-1H-imidazo[1,5-a]indol-2(3H)-yl)-piperidine-2,6-dione